5-((3-((6-amino-8-bromo-2-fluoro-9H-purin-9-yl)methyl)benzyl)oxy)-2-(trifluoromethyl)benzoic acid methyl ester COC(C1=C(C=CC(=C1)OCC1=CC(=CC=C1)CN1C2=NC(=NC(=C2N=C1Br)N)F)C(F)(F)F)=O